COC(C1=C(C(=CC(=C1)F)CCC=1N=NN(C1)CC1=CC=C(C=C1)OC)Cl)=O 2-chloro-5-fluoro-3-[2-[1-[(4-methoxyphenyl)methyl]triazol-4-yl]ethyl]benzoic acid methyl ester